C(C)(C)(C)OC(=O)N1CCN(CC1)C1=C(N(C=2N(C1=O)N=C(C2)Br)CC(=O)NC2=C(C=C(C=C2)C(F)(F)F)Cl)CC 4-(2-bromo-4-(2-((2-chloro-4-(trifluoromethyl)phenyl)amino)-2-oxoethyl)-5-ethyl-7-oxo-4,7-dihydropyrazolo[1,5-a]pyrimidine-6-yl)piperazine-1-carboxylic acid tert-butyl ester